3-(4-fluorophenyl)sulfonyl-3-azabicyclo[2.1.1]Hexane-2-carboxamide FC1=CC=C(C=C1)S(=O)(=O)N1C(C2CC1C2)C(=O)N